C(C(=C)C)(=O)SC(CSC=1SC(=NN1)SCCCCC)CCC 2-methacryloylthio-n-pentylthio-5-n-pentylthio-1,3,4-thiadiazole